(3-cyclopropyl-5-(pyrrolidin-3-ylamino)pyrazolo[1,5-a]pyrimidin-7-yl)carbamic acid tert-butyl ester C(C)(C)(C)OC(NC1=CC(=NC=2N1N=CC2C2CC2)NC2CNCC2)=O